(S)-4-bromo-1-(2-((tert-butyldimethylsilyl)oxy)-1-(3-chlorophenyl)ethyl)pyridin-2(1H)-one BrC1=CC(N(C=C1)[C@H](CO[Si](C)(C)C(C)(C)C)C1=CC(=CC=C1)Cl)=O